N-acetyl-fucosamine C(C)(=O)N[C@H]1C(O)O[C@@H]([C@@H]([C@@H]1O)O)C